2-(5-fluoro-3-pyridinyl)-N6-[2-(1H-indol-3-yl)ethyl]-N4-isopropyl-N4-methyl-pyrimidine-4,6-diamine FC=1C=C(C=NC1)C1=NC(=CC(=N1)N(C)C(C)C)NCCC1=CNC2=CC=CC=C12